methylenedithiepane tert-butyl-(3aR,6aS)-5-[6-chloro-4-(trifluoromethyl)pyridazin-3-yl]oxy-3,3a,4,5,6,6a-hexahydro-1H-cyclopenta[c]pyrrole-2-carboxylate C(C)(C)(C)OC(=O)N1C[C@@H]2[C@H](C1)CC(C2)OC=2N=NC(=CC2C(F)(F)F)Cl.C=C2SSCCCC2